FC(OC1=CC=C(C=C1)C=1C=C(C(=NC1)OC)NC1=NC(=NC=C1)N1C[C@H](O[C@H](C1)C)C)F N-(5-(4-(difluoromethoxy)phenyl)-2-methoxypyridin-3-yl)-2-((2r,6s)-2,6-dimethylmorpholinyl)pyrimidin-4-amine